C(#N)C1=CC(=C(C(=C1)F)N1CCN(CC1)CC=1N=C(SC1)NC(C(CC)=O)=O)F N-(4-((4-(4-cyano-2,6-difluorophenyl)piperazin-1-yl)methyl)thiazol-2-yl)-2-oxobutanamide